(E)-3-[4-[(E)-2-(4-Hydroxy-3-methoxy-phenyl)vinyl]phenyl]-1-(4-methoxyphenyl)prop-2-en-1-one OC1=C(C=C(C=C1)/C=C/C1=CC=C(C=C1)/C=C/C(=O)C1=CC=C(C=C1)OC)OC